4-(p-tolyloxy)piperidine hydrochloride Cl.C1(=CC=C(C=C1)OC1CCNCC1)C